Cl.FC([C@H](O)C1=C2CCN[C@H](C2=CC=C1)C)F (1R)-2,2-difluoro-1-[(1S)-1-methyl-1,2,3,4-tetrahydroisoquinolin-5-yl]Ethanol hydrochloride